tert-butyl (3S)-3-(2-pyridyl)isoxazolidine-2-carboxylate N1=C(C=CC=C1)[C@H]1N(OCC1)C(=O)OC(C)(C)C